[Si]([O-])([O-])([O-])[O-].[Si](O)(O)(O)O.[Hf+4] hafnium silicate (monosilicate)